6-(difluoromethyl)-9-isopropyl-N-(1-(methylsulfonyl)piperidin-4-yl)isoxazolo[5,4-h]quinazolin-2-amine FC(C=1C=C2C=NC(=NC2=C2C1ON=C2C(C)C)NC2CCN(CC2)S(=O)(=O)C)F